NC1=C2N=CN(C2=NC=N1)C[C@@H](C)OCP(OCCSCCCCCCCCCCCC#C[Si](CCC(F)(F)F)(C)C)(O)=O 2-((13-(dimethyl(3,3,3-trifluoropropyl)silyl)tridec-12-yn-1-yl)thio)ethyl hydrogen ((((R)-1-(6-amino-9H-purin-9-yl)propan-2-yl)oxy)methyl)phosphonate